BrC=1C=C(C(=NC1)OC(F)(F)F)N(S(=O)(=O)C1=C(C=C(C=C1)F)F)S(=O)(=O)C1=C(C=C(C=C1)F)F N-(5-bromo-2-(trifluoromethoxy)pyridin-3-yl)-N-((2,4-difluorophenyl)sulfonyl)-2,4-difluorobenzenesulfonamide